1-aminopropyl-3-vinylimidazole chloride salt [Cl-].NC(CC)C1=NC=CN1C=C